7-amino-9-fluorenylmethanol NC1=CC=C2C=3C=CC=CC3C(C2=C1)CO